(R)-1-(4-(6'-hydroxy-3',4'-dihydro-1'H-spiro[cyclohexane-1,2'-naphthalen]-1'-yl)phenyl)piperidine-4-carbaldehyde OC=1C=C2CCC3([C@@H](C2=CC1)C1=CC=C(C=C1)N1CCC(CC1)C=O)CCCCC3